Dimethylamine 12-vinyl-8-octadecenedioate C(=C)C(CCC=CCCCCCCC(=O)O)CCCCCC(=O)O.CNC